N1C=CC2=CC=C(C=C12)CNC1=CC(=NC=2N1N=CC2C(C)C)Cl N-((1H-indol-6-yl)methyl)-5-Chloro-3-isopropylpyrazolo[1,5-a]pyrimidin-7-amine